(S)-N-((S)-1-cyano-2-((S)-2-oxopyrrolidin-3-yl)ethyl)-5-(2-((2-fluorophenyl)amino)-2-oxoacetyl)-5-azaspiro[2.4]heptane-6-carboxamide C(#N)[C@H](C[C@H]1C(NCC1)=O)NC(=O)[C@H]1N(CC2(CC2)C1)C(C(=O)NC1=C(C=CC=C1)F)=O